FC(C(=O)N1CC(N(CC1)C=1SC(=CN1)C)=O)=C 4-(2-fluoroacryloyl)-1-(5-methylthiazol-2-yl)piperazin-2-one